2-((3-(2-chloro-3-(1,4-benzodioxan-6-yl)anilino)-1-methylpyrazolo[4,5-b]pyridin-5-ylmethylene)amino)-3-hydroxybutyric acid ClC1=C(NC2=NN(C=3C2=NC(=CC3)C=NC(C(=O)O)C(C)O)C)C=CC=C1C1=CC3=C(OCCO3)C=C1